NCC1(CC1)COC=1C=NC2=CC=CN=C2C1C1=CC(=NN1)NC=1N=CC(=NC1)C#N 5-{[5-(3-([1-(aminomethyl)cyclopropyl]methoxy)-1,5-naphthyridin-4-yl)-1H-pyrazol-3-yl]amino}pyrazine-2-carbonitrile